NC1CCCC1 (1R,2S)-2-aminocyclopentane